N-(5-amino-2-methylpyridin-3-yl)-2-bromopyrazole NC=1C=C(C(=NC1)C)N1N(CC=C1)Br